N[C@@H]1C[C@H](CC1)NC1=CC=C(C=N1)N1C(C=CC=C1)=O 6'-(((1s,3s)-3-aminocyclopentyl)amino)-2H-[1,3'-bipyridin]-2-one